C(C)OC(CS(=O)(=O)C)=O Methyl-sulfonylacetic acid ethyl ester